7-[5-(4-methyl-1-piperazinyl)pentoxy]3-Acetylcoumarin CN1CCN(CC1)CCCCCOC1=CC=C2C=C(C(OC2=C1)=O)C(C)=O